O1C(OCC1)C=1C=CC(=NC1)O[C@@H]1C[C@]2(N(C=3C(=NN=C(C3)Cl)NC2)C1)C(F)F (6aR,8R)-8-((5-(1,3-Dioxolan-2-yl)pyridin-2-yl)oxy)-2-chloro-6a-(difluoromethyl)-5,6,6a,7,8,9-hexahydropyrrolo[1',2':4,5]pyrazino[2,3-c]pyridazine